COC(=O)C=1C=C(C2=C(N(C=N2)C/C(=C/CN)/F)C1)C1=C(C=CC(=C1)S(N(CC)CC)(=O)=O)OC (Z)-1-(4-amino-2-fluorobut-2-en-1-yl)-4-(5-(N,N-diethylsulfamoyl)-2-methoxyphenyl)-1H-benzo[d]imidazole-6-carboxylic acid methyl ester